2-bromo-2-nitropentane-1,3-diol BrC(CO)(C(CC)O)[N+](=O)[O-]